COC1=CC=C(C=C1)[C@H]([C@H](C(C)C)NC(=O)C1(CC1)C)OC=1C=C2C=NN(C2=CC1)C1=CN(C(C=C1)=O)C N-((1R,2S)-1-(4-methoxyphenyl)-3-methyl-1-((1-(1-methyl-6-oxo-1,6-dihydropyridin-3-yl)-1H-indazol-5-yl)oxy)butan-2-yl)-1-methylcyclopropane-1-carboxamide